FC1([C@H]2N(C(O[C@@H]12)=C=O)C=1N=C2N(CCOC3=C2C=CC(=C3)N[C@H](C(=O)N)C)C1)F (S)-2-((2-((1R,5S)-6,6-difluoro-3-carbonyl-2-oxa-4-azabicyclo[3.1.0]hex-4-yl)-5,6-dihydrobenzo[f]imidazo[1,2-d][1,4]oxazepin-9-yl)amino)propanamide